N=1N2C(C=CC1)=CC(=C2)C=O (pyrrolo[1,2-b]pyridazin-6-yl)methanone